1,3,5-trimethylmercaptobenzene CSC1=CC(=CC(=C1)SC)SC